(4-methoxyphenyl)(methyl)((4-(5-(trifluoromethyl)-1,2,4-oxadiazol-3-yl)phenyl)imino)-λ6-sulfanone COC1=CC=C(C=C1)S(=O)(=NC1=CC=C(C=C1)C1=NOC(=N1)C(F)(F)F)C